2-(4-(trifluoromethyl)phenyl)acetonitrile FC(C1=CC=C(C=C1)CC#N)(F)F